NC=1C2=C(N=CN1)N(C(=C2C2=CC=C(C=C2)OC2=NC(=CC=C2)C)C2=CC(=C(C=C2)NC(C(=C)C)=O)C)C N-(4-(4-amino-7-methyl-5-(4-(6-methylpyridin-2-yloxy)phenyl)-7H-pyrrolo[2,3-d]pyrimidin-6-yl)-2-methylphenyl)methacrylamide